tert-butyl 4-[2-(4-chlorophenyl)-2-oxo-ethyl]piperazine-1-carboxylate ClC1=CC=C(C=C1)C(CN1CCN(CC1)C(=O)OC(C)(C)C)=O